methyl 4-(prop-1-en-2-yl)-1H-pyrrole-2-carboxylate C=C(C)C=1C=C(NC1)C(=O)OC